FC1=C2C3(CN(C(C2=CC=C1C#C[Si](C)(C)C)=O)CC(=O)OC)CC3 methyl 2-(5'-fluoro-1'-oxo-6'-((trimethylsilyl)ethynyl)-1'H-spiro[cyclopropane-1,4'-isoquinolin]-2'(3'H)-yl)acetate